Fluoro-5-methyl-(6R)-tetrahydrofolate FC(C(=O)[O-])C[C@@H](C(=O)O)NC(=O)C1=CC=C(NC[C@@H]2CNC=3N=C(N)NC(=O)C3N2C)C=C1